4-methoxy-1-(methylsulfonyl)-1H-pyrazole COC=1C=NN(C1)S(=O)(=O)C